aminopropyl-trieth-oxysilane trans-4-(maleimidyl-methyl)cyclohexane-1-carboxylate C1(C=CC(N1C[C@@H]1CC[C@H](CC1)C(=O)O)=O)=O.NCCC[Si](OCC)(OCC)OCC